L-glutamic acid, monosodium salt [Na+].N[C@@H](CCC(=O)O)C(=O)[O-]